racemic-nipecotic acid hydrazide monohydrochloride Cl.N1C[C@H](C(=O)NN)CCC1 |r|